C1(CCCCC1)[Si]1(O[Si](C1)(C)C1CCCCC1)C 1,3-dicyclohexyl-1,3-dimethyl-1,3-disiloxetane